OC(C(=O)O)O hydroxyglycolic acid